C1C[NH+]([C@@H]1C(=O)[O-])CC[C@@H](C(=O)[O-])[NH2+]CC[C@@H](C(=O)[O-])O The molecule is conjugate base of 2'-deoxymugineic acid. It is a tricarboxylic acid trianion and an amino acid zwitterion. It is a conjugate base of a 2'-deoxymugineic acid.